1,3,4,6-tetrakis(3-mercaptopropyl)-3a,4,6,6a-tetrahydroimidazo[4,5-d]imidazole-2,5(1H,3H)-dione SCCCN1C(N(C2C1N(C(N2CCCS)=O)CCCS)CCCS)=O